FC1(C2(CC2)CCN(C1)C=1C=2N(N=C(C1)C=1C(=NC(=NC1)OC)OC)C=CN2)F 8-(4,4-difluoro-6-azaspiro[2.5]octan-6-yl)-6-(2,4-dimethoxypyrimidin-5-yl)imidazo[1,2-b]pyridazine